6-vinyl-2H-pyrido[3,2-b][1,4]oxazin-3(4H)-one C(=C)C=1C=CC=2OCC(NC2N1)=O